3-Tricosenoic acid C(CC=CCCCCCCCCCCCCCCCCCCC)(=O)O